BrC=1C=C(C=CC1)C[C@@H](C)NCC(F)(F)F (R)-1-(3-bromophenyl)-N-(2,2,2-trifluoroethyl)propan-2-amine